C(C)(C)(C)OC(=O)N1C(C(NCC1)=O)C1=NC(=C(C=C1)F)OCC1=C(C=C(C=C1)Cl)F (6-((4-chloro-2-fluorobenzyl)oxy)-5-fluoropyridin-2-yl)-3-oxopiperazine-1-carboxylic acid tert-butyl ester